5-[[3-ethoxycarbonyl-6-(trifluoromethoxy)-4-quinolyl]amino]thiazole-4-carboxylic acid C(C)OC(=O)C=1C=NC2=CC=C(C=C2C1NC1=C(N=CS1)C(=O)O)OC(F)(F)F